6-(3,5-dimethoxybenzyl)-5-oxo-2-(propan-2-yl)-N-(tetrahydro-2H-pyran-4-yl)-2,3,5,6-tetrahydroimidazo[1,2-c]Pyrido[2,3-e]Pyrimidine COC=1C=C(CN2C(N3C(C4=C2C=CC=N4)N(C(C3)C(C)C)C3CCOCC3)=O)C=C(C1)OC